C(#C)C1=CC=C(C=C1)C(C(=O)C1=CC=C(C=C1)C#C)=O 1,2-bis(4-ethynylphenyl)ethane-1,2-dione